N-(4-(3-(pyridin-4-ylmethyl)ureido)naphthalen-1-yl)benzamide N1=CC=C(C=C1)CNC(NC1=CC=C(C2=CC=CC=C12)NC(C1=CC=CC=C1)=O)=O